(R)-1-methyl-N-(4-(pyridin-2-ylmethyl)piperidin-4-yl)pyrrolidine-2-carboxamide bis(2,2,2-trifluoroacetate) FC(C(=O)O)(F)F.FC(C(=O)O)(F)F.CN1[C@H](CCC1)C(=O)NC1(CCNCC1)CC1=NC=CC=C1